COC(C1=C(C(=C(C=C1)C1CC1)C#N)C)=O cyano-4-cyclopropyl-2-methylbenzoic acid methyl ester